3-(4,5-dimethyl-thiazole-2-yl)2,5-diphenyltetrazolium bromide [Br-].CC=1N=C(SC1C)N1N([NH2+]C(=N1)C1=CC=CC=C1)C1=CC=CC=C1